Cl.ClC1=NC=C(C=C1)OC1CCNCC1 2-chloro-5-(piperidin-4-yloxy)pyridine hydrochloride